[1,4]Oxazine-6-carboxylic acid (4-nitrophenyl) ester [N+](=O)([O-])C1=CC=C(C=C1)OC(=O)C1=CN=CCO1